C(#N)C1=C(C(=C(C(=C1C(=O)O)C#N)C(=O)O)C#N)C(=O)O 2,4,6-tricyano-benzene-1,3,5-tricarboxylic Acid